(4Z)-4-(1H-benzimidazol-5-ylmethylene)-2-[[(2R)-2-hydroxy-2-phenyl-ethyl]amino]-1H-imidazol-5-one N1C=NC2=C1C=CC(=C2)\C=C\2/N=C(NC2=O)NC[C@@H](C2=CC=CC=C2)O